CC=1C=C(C=CC1)C1C(=CNC=C1C(=O)[O-])C(=O)OC methyl 4-m-methylphenyl-1,4-dihydropyridine-3,5-dicarboxylate